FC1=CC(=C(C=C1)C=1C(C(=NNC1C)C(=O)NC1=CC(=C(C=C1)OC1=CC=NC2=CC(=CN=C12)C(=C)C)F)=O)C 5-(4-Fluoro-2-methylphenyl)-N-[3-fluoro-4-[(7-prop-1-en-2-yl-1,5-naphthyridin-4-yl)oxy]phenyl]-6-methyl-4-oxo-1H-pyridazine-3-carboxamide